CN(C(CC(=O)C1=C(C=2CC3=CC(=CC=C3C2C=C1)C(=O)CC(C)N(C)C)O)C)C 2,7-bis[2-(dimethylamino)-propylcarbonyl]-fluorenol